ClC=1C=C2C(OCCC=3C=CC(=CC3C=3C=C(C=C(NS(C(C1O)=C2)(=O)=O)C3)OC3CC3)F)=O 14-Chloro-21-(cyclopropoxy)-4-fluoro-15-hydroxy-17,17-dioxo-10-oxa-17λ6-thia-18-azatetracyclo[17.3.1.112,16.02,7]tetracosa-1(23),2(7),3,5,12,14,16(24),19,21-nonaen-11-one